ClC=1C(=C(C=CC1F)NC1=NC=NC2=CC(=CC(=C12)OC(C)(C)C1=NC=CC=N1)OC)F N-(3-chloro-2,4-difluorophenyl)-7-methoxy-5-((2-(pyrimidin-2-yl)propan-2-yl)oxy)quinazolin-4-amine